uranous nitrate [N+](=O)([O-])[O-].[U+4].[N+](=O)([O-])[O-].[N+](=O)([O-])[O-].[N+](=O)([O-])[O-]